ClC1=CC(=C(C=C1)C1=CC=C(N=N1)N([C@H]1[C@H]([C@@H]2CC[C@H](C1)N2C(=O)OC(C)(C)C)F)C)OCOC |r| (±)-tert-butyl (1S,2R,3R,5R)-3-((6-(4-chloro-2-(methoxymethoxy)phenyl)pyridazin-3-yl)(methyl)amino)-2-fluoro-8-azabicyclo[3.2.1]octane-8-carboxylate